tert-butyl (2-((2-bromo-4,5-difluorobenzo[d]thiazol-6-yl)oxy)ethyl)carbamate BrC=1SC2=C(N1)C(=C(C(=C2)OCCNC(OC(C)(C)C)=O)F)F